NC=1C=C2CCC(NC2=CC1F)=O 6-amino-7-fluoro-3,4-dihydroquinolin-2(1H)-one